5-(3-furanyl)-2,4-pentadienal O1C=C(C=C1)C=CC=CC=O